diethyl (1-((5-methylthiazol-2-yl)amino)-1-oxo-3-(3-(1-(4-((trifluoromethyl)thio)phenyl)cyclopropyl)-1,2,4-oxadiazol-5-yl)propan-2-yl)phosphonate CC1=CN=C(S1)NC(C(CC1=NC(=NO1)C1(CC1)C1=CC=C(C=C1)SC(F)(F)F)P(OCC)(OCC)=O)=O